CN1C(=NC2=C(C1=O)C=NN2CC(F)(F)F)N2CC1(CN(C1)C1=CC(=NC=C1)C(F)(F)F)CC2 5-methyl-1-(2,2,2-trifluoroethyl)-6-(2-(2-(trifluoromethyl)pyridin-4-yl)-2,6-diazaspiro[3.4]octan-6-yl)-1,5-dihydro-4H-pyrazolo[3,4-d]pyrimidin-4-one